NC1=CC(=C(C(=O)NC2=NC(=NC(=C2)C)N2CCC(CC2)(F)F)C=C1)N1CC2CCC2(CC1)F 4-amino-N-(2-(4,4-difluoropiperidin-1-yl)-6-methylpyrimidin-4-yl)-2-(6-fluoro-3-azabicyclo[4.2.0]octan-3-yl)benzamide